2-chloro-13-(ethylthio)-1-fluoro-4,5,6,6a,7,8,10,11-octahydro-9-oxa-3,11a,12,14-tetraazacyclohepta[4,5]cycloocta[1,2,3-de]naphthalene ClC1=C(C=2N=C(N=C3C2C(=N1)CCCC1N3CCOCC1)SCC)F